(3S,4r,5R)-1-(3-(2-fluorophenyl)propyl)piperidine-3,4,5-triol FC1=C(C=CC=C1)CCCN1C[C@@H](C([C@@H](C1)O)O)O